N-((1-(4-chlorophenyl)-1H-imidazol-4-yl)methylene)-2-methylpropan-2-sulfinamide ClC1=CC=C(C=C1)N1C=NC(=C1)C=NS(=O)C(C)(C)C